tert-butyl 7-(3-aminopropyl)-2,7-diazaspiro[3.5]nonane-2-carboxylate tert-Butyl-7-(3-aminopropyl)-2,7-diazaspiro[3.5]nonane-2-carboxylate C(C)(C)(C)OC(=O)N1CC2(C1)CCN(CC2)CCCN.NCCCN2CCC1(CN(C1)C(=O)OC(C)(C)C)CC2